3-xylenyl phosphate P(=O)(OC1(CC(=CC=C1)C)C)([O-])[O-]